4-((2-Hydroxyethyl)sulfonamido)-N-(6-methyl-2-(pyrrolidin-1-yl)pyrimidin-4-yl)-2-(6-azaspiro[2.5]octan-6-yl)benzamide OCCS(=O)(=O)NC1=CC(=C(C(=O)NC2=NC(=NC(=C2)C)N2CCCC2)C=C1)N1CCC2(CC2)CC1